N-ethyl-N'-(4-((3-fluorophenyl)amino)-2,5-dimethylphenyl)-N-methylformimidamide C(C)N(C=NC1=C(C=C(C(=C1)C)NC1=CC(=CC=C1)F)C)C